5,10,15,20-tetra(p-tolyl)porphyrin C1(=CC=C(C=C1)C=1C2=CC=C(N2)C(=C2C=CC(C(=C3C=CC(=C(C=4C=CC1N4)C4=CC=C(C=C4)C)N3)C3=CC=C(C=C3)C)=N2)C2=CC=C(C=C2)C)C